C1(CC1)CN[C@H]1CN(CCC1)C1=CC(N(C=C1)C(C)N1N=NC(=C1)C=1N=NC=C(C1)N1CCCC1)=O 4-((R)-3-((cyclopropylmethyl)amino)piperidin-1-yl)-1-(1-(4-(5-(pyrrolidin-1-yl)pyridazin-3-yl)-1H-1,2,3-triazol-1-yl)ethyl)pyridin-2(1H)-one